N[C@@H](CC1=CNC=N1)C(=O)O.[Zn] Zinc histidine